FC=1C=C(CN2C(N(C(C23CCN(CC3)C3=CN=C2C(=N3)N(N=C2)CC(F)F)=O)C2=NC=CC(=C2)C(F)(F)F)=O)C=C(C1)F 1-(3,5-difluorobenzyl)-8-(1-(2,2-difluoroethyl)-1H-pyrazolo[3,4-b]pyrazin-6-yl)-3-(4-(trifluoromethyl)pyridin-2-yl)-1,3,8-triazaspiro[4.5]decane-2,4-dione